N-2-methylpyrazolo[1,5-a]-pyridin-5-ylpyrimidine-5-carboxamide CC1=NN2C(C=C(C=C2)NC(=O)C=2C=NC=NC2)=C1